ClC1=C(C=CC(=C1F)[N+](=O)[O-])C(=C)OCC 2-chloro-1-(1-ethoxyethenyl)-3-fluoro-4-nitrobenzene